ClC=1C=C(C=CC1)NC(CC(=O)N1[C@@H](CC(C1)(F)F)C#N)=O (S)-N-(3-chlorophenyl)-3-(2-cyano-4,4-difluoro-pyrrolidin-1-yl)-3-oxo-propionamide